C(CCCCC#N)#N Hexandinitril